1-Benzyl-pseudouridine C(C1=CC=CC=C1)N1C=C([C@H]2[C@H](O)[C@H](O)[C@@H](CO)O2)C(NC1=O)=O